2-((6-acetamido-4-((2-(1,1-difluoroethyl)-6-methylpyrimidin-4-yl)amino)pyridin-3-yl)oxy)-N-methylacetamide C(C)(=O)NC1=CC(=C(C=N1)OCC(=O)NC)NC1=NC(=NC(=C1)C)C(C)(F)F